ClC1=NC(=NC(=C1)C1=CC=CC=2C3(C4=CC=CC=C4C12)CCCCC3)C3=CC=CC=C3 4-chloro-2-phenyl-6-(spiro[cyclohexane-1,9'-fluoren]-4'-yl)pyrimidine